FC1=C(C=CC(=C1)F)CN(C(=O)NCC1=CC=C(C=C1)OC(C)C)C1CCN(CC1)C 1-[(2,4-difluorophenyl)methyl]-1-(1-methylpiperidin-4-yl)-3-{[4-(propane-2-yloxy)phenyl]methyl}urea